C(C)(C)(C)OC(=O)N1C[C@H]2CC3(CC3)[C@@H](C1)N2C(C)(C)C2=CC=CC=C2 (1R,5S)-8-(2-phenylpropan-2-yl)-3,8-diazaspiro[bicyclo[3.2.1]octane-6,1'-cyclopropane]-3-carboxylic acid tert-butyl ester